C(#C)N1C(=NC2=C1C=CC=C2)C ethynyl-2-methyl-3H-1,3-benzodiazole